(R)-3-cyclopropyl-2-methylpropionic acid C1(CC1)C[C@H](C(=O)O)C